4-propyl-cyclohexylamine C(CC)C1CCC(CC1)N